C(C)N1C=C(C2=CC(=CC=C12)C1=CC(=NO1)C(=O)O)C#N 5-(N-ethyl-3-cyanoindol-5-yl)isoxazole-3-carboxylic acid